6-[[5-(5-ethyl-1,3,4-oxadiazol-2-yl)-4-[[(1S)-2-hydroxy-1-phenyl-ethyl]amino]pyrimidin-2-yl]amino]-3,4-dihydro-2H-isoquinolin-1-one C(C)C1=NN=C(O1)C=1C(=NC(=NC1)NC=1C=C2CCNC(C2=CC1)=O)N[C@H](CO)C1=CC=CC=C1